BrC=1C=CC(=C(C1)NC[C@@H](CCCO)C)[N+](=O)[O-] (R)-5-((5-bromo-2-nitrophenyl)amino)-4-methylpentane-1-ol